5-aminopentyltriethoxysilane NCCCCC[Si](OCC)(OCC)OCC